C(C)(C)(C)OC(N[C@H]1CSC2=C(NC1=O)C=C(C(=C2)F)N)=O N-[(3R)-7-amino-8-fluoro-4-oxo-3,5-dihydro-2H-1,5-benzothiazepine-3-yl]Carbamic acid tert-butyl ester